FC=1C=C(C=C(C1C)F)C=1N=NN(C1)[C@@H]1[C@H]([C@@H](SC=2C(=NC=C(C2)C#C)C#N)O[C@@H]([C@@H]1O)CO)OC 2-Cyano-5-ethynylpyridin-3-yl 3-deoxy-3-[4-(3,5-difluoro-4-methylphenyl)-1H-1,2,3-triazol-1-yl]-2-O-methyl-1-thio-α-D-galactopyranoside